Cl.NC(CCO)CNC1=C(C(=CC=C1)Cl)Cl 3-amino-4-((2,3-dichlorophenyl)amino)butan-1-ol hydrochloride